1-Decyl-3-butylpiperidinium methansulfonat CS(=O)(=O)[O-].C(CCCCCCCCC)[NH+]1CC(CCC1)CCCC